2-(1-(6-(6-(Difluoromethyl)imidazo[1,2-b]pyridazin-3-yl)pyrimidin-4-yl)piperidin-3-yl)acetonitrile FC(C=1C=CC=2N(N1)C(=CN2)C2=CC(=NC=N2)N2CC(CCC2)CC#N)F